3,5-dimethyl-1H-pyrazol-4-yl-methanol 1-tert-Butyl-2-methyl-4-hydroxypyrrolidine-1,2-dicarboxylate C(C)(C)(C)C1C(N(CC1O)C(=O)OCC=1C(=NNC1C)C)(C(=O)O)C